[Ru](Cl)(Cl)Cl.C1(=CC=CC=C1)C1=CC=NC2=C3N=CC=C(C3=CC=C12)C1=CC=CC=C1.C1(=CC=CC=C1)C1=CC=NC2=C3N=CC=C(C3=CC=C12)C1=CC=CC=C1.C1(=CC=CC=C1)C1=CC=NC2=C3N=CC=C(C3=CC=C12)C1=CC=CC=C1 tris(4,7-diphenyl-1,10-phenanthroline) ruthenium chloride